2-decyl ether CC(CCCCCCCC)OC(C)CCCCCCCC